(1R,2S,3S)-3-hydroxycyclopentane OC1CCCC1